N(=[N+]=[N-])C1=C(C(=C(C(=O)OCCCCCCCCCCOC(C2=C(C(=C(C(=C2F)F)N=[N+]=[N-])F)F)=O)C(=C1F)F)F)F decane-1,10-diyl bis(4-azido-2,3,5,6-tetrafluorobenzoate)